N2-(((9H-Fluoren-9-yl)methoxy)carbonyl)-N4-methyl-L-asparagine C1=CC=CC=2C3=CC=CC=C3C(C12)COC(=O)N[C@@H](CC(NC)=O)C(=O)O